C(C)(=O)O[C@H]1[C@@H]([C@H](O[C@@H]([C@H]1OC(C)=O)OC(C(Cl)(Cl)Cl)=N)CCP(=O)(OCC)OCC)OC(C)=O (2R,3R,4S,5S,6R)-3,5-bis(acetyloxy)-2-[2-(diethoxyphosphoryl) ethyl]-6-[(2,2,2-trichloroethanimidoyl) oxy]oxan-4-yl acetate